(S)-N-(3-(3'-chloro-5-((3-hydroxyazetidin-1-yl)methyl)-6-methoxy-[2,4'-bipyridin]-2'-yl)-2-methylphenyl)-5-(((oxetan-2-ylmethyl)amino)methyl)picolinamide ClC=1C(=NC=CC1C1=NC(=C(C=C1)CN1CC(C1)O)OC)C=1C(=C(C=CC1)NC(C1=NC=C(C=C1)CNC[C@H]1OCC1)=O)C